4-bromo-3-(2-chloro-5-fluorophenyl)-3-hydroxy-2,3-dihydro-1H-thieno[3,2-e]isoindol-1-one BrC1=CC2=C(C=3C(NC(C13)(O)C1=C(C=CC(=C1)F)Cl)=O)C=CS2